6-chloro-N4-[1-[4-chloro-1-(difluoromethyl)pyrazol-3-yl]-1-methyl-ethyl]-1,3,5-triazine-2,4-diamine ClC1=NC(=NC(=N1)N)NC(C)(C)C1=NN(C=C1Cl)C(F)F